C(=O)(O)[Fe](C(=O)O)(C(=O)O)C(=O)O tetracarboxyl-iron